1-(4-chlorophenyl)-3-(2-fluoro-3-(3-morpholinoquinoxaline-6-carbonyl)phenyl)urea ClC1=CC=C(C=C1)NC(=O)NC1=C(C(=CC=C1)C(=O)C=1C=C2N=C(C=NC2=CC1)N1CCOCC1)F